1-Chloro-4-(4-hydroxy-3-methoxy-phenyl)-but-3-en-2-one ClCC(C=CC1=CC(=C(C=C1)O)OC)=O